tert-butyl N-[3-(3-hydroxycyclobutoxy) propyl]-N-methyl-carbamate OC1CC(C1)OCCCN(C(OC(C)(C)C)=O)C